(R)-4-(5-(2-amino-4-((1-hydroxy-2-methylhex-2-yl)amino)pyrido[4,3-d]pyrimidine-7-yl)pyridin-2-yl)piperazine-1-carboxylate NC=1N=C(C2=C(N1)C=C(N=C2)C=2C=CC(=NC2)N2CCN(CC2)C(=O)[O-])N[C@@](CO)(CCCC)C